tert-butyl N-[2-(3,4-dichlorophenyl)-1-hydroxypropan-2-yl]carbamate ClC=1C=C(C=CC1Cl)C(CO)(C)NC(OC(C)(C)C)=O